CSC(C(=O)N1C(CCCC1)C=1NC(=CN1)C1=CC=C(C=C1)C)C 2-(Methylsulfanyl)-1-(2-(5-(p-tolyl)imidazol-2-yl)piperidin-1-yl)propan-1-one